C(C)(C)(C)C=1C=C(C=C(C1O)C(C)(C)C)CCC(=O)O[C@@H](COC(CCC1=CC(=C(C(=C1)C(C)(C)C)O)C(C)(C)C)=O)[C@H](OC(CCC1=CC(=C(C(=C1)C(C)(C)C)O)C(C)(C)C)=O)COC(CCC1=CC(=C(C(=C1)C(C)(C)C)O)C(C)(C)C)=O erythritol tetrakis[3-[3,5-di-tert-butyl-4-hydroxyphenyl] propionate]